N1(C=CC2=CC=CC=C12)N1C=CC2=C1N=CNC2=O 7-(1H-indol-1-yl)-3,7-dihydro-4H-pyrrolo[2,3-d]pyrimidin-4-one